N-{4-[[1-(6-chloropyridin-2-yl)-1H-pyrazol-3-yl]oxy]-2,5-dimethylphenyl}-1-(pyrrolidin-1-yl)methyleneimine ClC1=CC=CC(=N1)N1N=C(C=C1)OC1=CC(=C(C=C1C)N=CN1CCCC1)C